FC(C(=O)N1[C@H](CN(CC1)C=1C2=C(N=C(N1)OCC13CCCN3CCC1)C[C@H](OC2)C2=CC=CC1=CC=CC(=C21)C)CC#N)=C 2-((S)-1-(2-fluoroacryloyl)-4-((S)-7-(8-methylnaphthalen-1-yl)-2-((tetrahydro-1H-pyrrolizin-7a(5H)-yl)methoxy)-7,8-dihydro-5H-pyrano[4,3-d]pyrimidin-4-yl)piperazin-2-yl)acetonitrile